ClC=1C=C2C=NC(=NC2=CC1C1CCN(CC1)C[C@H](O)C1=CC(=CC=C1)Cl)NC=1C=NN(C1C)C1CC1 (1R)-2-(4-{6-chloro-2-[(1-cyclopropyl-5-methyl-1H-pyrazol-4-yl)amino]quinazolin-7-yl}piperidin-1-yl)-1-(3-chlorophenyl)ethan-1-ol